ClC1=C(C=C(C=C1)C1=NN(C(=N1)CC(=O)NCC1=CC(=CC(=C1)Cl)Cl)CC)OCCOC 2-{3-[4-chloro-3-(2-methoxyethoxy)phenyl]-1-ethyl-1H-1,2,4-triazol-5-yl}-N-[(3,5-dichlorophenyl)methyl]acetamide